(1R,3S)-3-(5-amino-1-(tert-butyl)-1H-pyrazol-3-yl)cyclopentyl(1-methylcyclopropyl)carbamate NC1=CC(=NN1C(C)(C)C)[C@@H]1C[C@@H](CC1)N(C([O-])=O)C1(CC1)C